7-[1-[2-(4,4-Dimethyl-1-piperidyl)-6-methyl-4-oxo-chromen-8-yl]ethylamino]benzothiophene-2-carboxylic acid CC1(CCN(CC1)C=1OC2=C(C=C(C=C2C(C1)=O)C)C(C)NC1=CC=CC=2C=C(SC21)C(=O)O)C